C(#N)C1=C(N=C(S1)N(C1=C(N=C2SC(=NN21)N2C[C@@H](CC2)C(=O)OC(C)(C)C)CC)C)C2=CC=C(C=C2)F tert-butyl (R)-{1-[5-((5-cyano-4-(4-fluorophenyl) thiazol-2-yl) (methyl) amino)-6-ethylimidazo[2,1-b][1,3,4]thiadiazol-2-yl] pyrrolidin-3-yl}carboxylate